The molecule is a steroid saponin that is 3,16,17-trihydroxycholest-5-en-22-one attached to a beta-D-glucopyranosyl residue at position 3 and a 2-O-acetyl-3-O-[2-O-(3,4,5-trimethoxybenzoyl)-beta-D-xylopyranosyl]-alpha-L-arabinopyranosyl residue at position 16 via a glycosidic linkage. Isolated from Ornithogalum thyrsoides, it exhibits antineoplastic activity. It has a role as a metabolite and an antineoplastic agent. It is a beta-D-glucoside, a steroid saponin, a cholestanoid, a benzoate ester, an acetate ester and a 17-hydroxy steroid. It derives from a 3,4,5-trimethoxybenzoic acid. C[C@@H](C(=O)CCC(C)C)[C@]1([C@H](C[C@@H]2[C@@]1(CC[C@H]3[C@H]2CC=C4[C@@]3(CC[C@@H](C4)O[C@H]5[C@@H]([C@H]([C@@H]([C@H](O5)CO)O)O)O)C)C)O[C@H]6[C@@H]([C@H]([C@H](CO6)O)O[C@H]7[C@@H]([C@H]([C@@H](CO7)O)O)OC(=O)C8=CC(=C(C(=C8)OC)OC)OC)OC(=O)C)O